(+/-)-(trans)-3-(hydroxymethyl)-2-methyl-4-[3-(methylthio)phenyl]piperidine-1-carboxylic acid tert-butyl ester C(C)(C)(C)OC(=O)N1C(C(C(CC1)C1=CC(=CC=C1)SC)CO)C